NC1=C(C(=O)NC)C=CC=C1Br 2-amino-3-bromo-N-methylbenzamide